FC([C@@H]1C[C@H](NC1)C(=O)O)(F)F (2S,4R)-4-(trifluoromethyl)pyrrolidine-2-carboxylic acid